N-(piperidin-4-yl)-N'-[1-(propan-2-yl)-1H-pyrazolo[4,3-c]pyridin-6-yl]-2-(pyrrolidin-1-yl)pyrimidine-4,6-diamine N1CCC(CC1)NC1=NC(=NC(=C1)NC1=CC2=C(C=N1)C=NN2C(C)C)N2CCCC2